methyl trans-4-[(4-cyano-5-fluoro-2-nitro-anilino)methyl]cyclohexanecarboxylate C(#N)C1=CC(=C(NC[C@@H]2CC[C@H](CC2)C(=O)OC)C=C1F)[N+](=O)[O-]